isopropyl peroxypivalate C(C(C)(C)C)(=O)OOC(C)C